C1(=CC=CC=C1)P(CC1=CC=C(C=C1)OC)(C1=CC=CC=C1)=O diphenyl-(4-methoxybenzyl)phosphine oxide